CC(\C=N\CC1(COC1)C)=C (E)-2-methyl-N-((3-methyl-oxetan-3-yl)methyl)prop-2-en-1-imine